N1=CC(=CC=C1)CCNC(CNCCC1=CC=NC=C1)=O N-(2-pyridine-3-ylethyl)-2-[(2-pyridine-4-ylethyl)amino]acetamid